trans-1,2-diaminomethyl-cyclobutane methanesulfonate CS(=O)(=O)O.NC[C@H]1[C@@H](CC1)CN